[N+](#[C-])C1=CC=C(C#N)C=C1 4-ISOCYANOBENZONITRILE